ClC1=C(C=CC=C1NC(=O)C=1N(C2=C(CN(CC2)C)N1)C)C1=C(C(=CC=C1)C1=CC(=C(C=C1)CNCCO)OC)Cl N-(2,2'-dichloro-4''-(((2-hydroxyethyl)amino)methyl)-3''-methoxy-[1,1':3',1''-terphenyl]-3-yl)-1,5-dimethyl-4,5,6,7-tetrahydro-1H-imidazo[4,5-c]pyridine-2-carboxamide